[4-[(4-ethenylphenyl)methoxy]-2-hydroxyphenyl]phenylmethanone C(=C)C1=CC=C(C=C1)COC1=CC(=C(C=C1)C(=O)C1=CC=CC=C1)O